5-(5-((1-(3-(dimethylamino)propyl)-3-(4-(trifluoromethoxy)phenyl)-1H-indol-5-yl)methyl)hexahydropyrrolo[3,4-c]pyrrol-2(1H)-yl)-2-(2,6-dioxopiperidin-3-yl)isoindoline-1,3-dione CN(CCCN1C=C(C2=CC(=CC=C12)CN1CC2C(C1)CN(C2)C=2C=C1C(N(C(C1=CC2)=O)C2C(NC(CC2)=O)=O)=O)C2=CC=C(C=C2)OC(F)(F)F)C